N1[C@H](CCC1)C(=O)OC Methyl D-prolinate